C1(CC1)C1=CC=C(C=C1)C=1C=C(C=CC1)N(C1=NC2=NN=CN2C2=CN=CC=C12)C N-[3-(4-cyclopropylphenyl)phenyl]-N-methyl-2,4,5,7,12-pentazatricyclo[7.4.0.02,6]trideca-1(13),3,5,7,9,11-hexaen-8-amine